3-amino-8-bromo-N-(3-hydroxypropyl)imidazo[1,2-a]pyridine-2-carboxamide NC1=C(N=C2N1C=CC=C2Br)C(=O)NCCCO